(1S,3R)-cyclohexane-1,3-diamine [C@H]1(C[C@@H](CCC1)N)N